FC(OC1=CC=C(C=C1)N(C1CCN(CC1)C=1C=NC(=NC1)C#N)C=1C=NC=CC1OC)F 5-(4-((4-(Difluoromethoxy)phenyl)(4-methoxypyridin-3-yl)amino)piperidin-1-yl)pyrimidine-2-carbonitrile